CC1=C(C2=C(N=CN=C2NC2(CC2)C)O1)C(=O)NCC=C 6-methyl-4-[(1-methylcyclopropyl)amino]-N-(prop-2-en-1-yl)furo[2,3-d]pyrimidine-5-carboxamide